FC=1C=C(C=CC1OC1CN(C1)CCCF)[C@H]1N([C@@H](CC2=C1NC1=CC=CC=C21)C)CC(C)(C)F (1R,3R)-1-[3-fluoro-4-[1-(3-fluoropropyl)azetidin-3-yl]oxy-phenyl]-2-(2-fluoro-2-methyl-propyl)-3-methyl-1,3,4,9-tetrahydropyrido[3,4-b]indole